FC=1C=C(CN2CCN(CC2)CCO)C=CC1B1OC(C(O1)(C)C)(C)C 2-(4-(3-fluoro-4-(4,4,5,5-tetramethyl-1,3,2-dioxaborolan-2-yl)benzyl)piperazin-1-yl)ethanol